NC([C@@H](C)NC(=O)C1=CC=C(C=2SC=CC21)C2=NOC(C2)(C(F)(F)F)C2=CC(=C(C(=C2)Cl)F)Cl)=O N-[(1R)-2-amino-1-methyl-2-oxoethyl]-7-[5-(3,5-dichloro-4-fluorophenyl)-4,5-dihydro-5-(trifluoromethyl)-3-isoxazolyl]benzo[b]thiophene-4-carboxamide